5-acetyl-3-(4-fluorophenyl)-7-methylquinoline-2-carboxylic acid C(C)(=O)C1=C2C=C(C(=NC2=CC(=C1)C)C(=O)O)C1=CC=C(C=C1)F